hydroxyphenyl-(1-hydroxy)cyclohexylphenylketone OC1=C(C(=C(C=C1)C(=O)C1=C(C(=C(C=C1)O)C1=CC=CC=C1)C1(CCCCC1)O)C1(CCCCC1)O)C1=CC=CC=C1